tert-Butyl N-methyl-N-[(3S)-1-[2-[[(E)-3-[4-(trifluoromethyl)phenyl]prop-2-enoyl]amino]acetyl]pyrrolidin-3-yl]carbamate CN(C(OC(C)(C)C)=O)[C@@H]1CN(CC1)C(CNC(\C=C\C1=CC=C(C=C1)C(F)(F)F)=O)=O